5H-pyrimido[4,5-d]azepin-4-amine hydrochloride Cl.N1=CN=C(C2=C1C=CN=CC2)N